(R)-2-hydroxy-3-((R)-2-(3-methyl-2,4-dioxoimidazolidine-1-carboxamido)-2-(4-phosphonophenyl)acetamido)-3,4-dihydro-2H-benzo[e][1,2]oxaborinine-8-carboxylic acid OB1OC2=C(C[C@@H]1NC([C@@H](C1=CC=C(C=C1)P(=O)(O)O)NC(=O)N1C(N(C(C1)=O)C)=O)=O)C=CC=C2C(=O)O